(6aR,10aR)-2-bromo-6,6,9-trimethyl-3-pentyl-6a,7,8,10a-tetrahydro-6H-benzo[c]chromen-1-ol BrC1=C(C=2[C@H]3[C@H](C(OC2C=C1CCCCC)(C)C)CCC(=C3)C)O